4-[8-Amino-3-[(2S)-1-[1-(azetidin-3-yl)-4-piperidinyl]pyrrol-2-yl]imidazo[1,5-a]pyrazin-1-yl]-N-(2-pyridinyl)benzamide NC=1C=2N(C=CN1)C(=NC2C2=CC=C(C(=O)NC1=NC=CC=C1)C=C2)C=2N(C=CC2)C2CCN(CC2)C2CNC2